Cl.N1C(CCC2=CC=CN=C12)=O 3,4-dihydro-1H-1,8-naphthyridin-2-one hydrochloride